N-(1-cyclopropyl-2-(2-furyl)-6-methoxy-5-benzimidazolyl)-5-(3,4,5-trimethoxytoluyl)-1,3,4-thiadiazole-2-amine C1(CC1)N1C(=NC2=C1C=C(C(=C2)NC=2SC(=NN2)C2=C(C=C(C(=C2OC)OC)OC)C)OC)C=2OC=CC2